(1r,3r)-N1-(8-chloro-2-(2,6-difluorophenyl)pyrazolo[1,5-a][1,3,5]triazin-4-yl)cyclobutane-1,3-diamine ClC=1C=NN2C1N=C(N=C2NC2CC(C2)N)C2=C(C=CC=C2F)F